(2S,4R)-4-hydroxypyrrolidine-2-carboxamide O[C@@H]1C[C@H](NC1)C(=O)N